Cl[Rh](P(C1=CC=CC=C1)(C1=CC=CC=C1)C1=CC=CC=C1)(P(C1=CC=CC=C1)(C1=CC=CC=C1)C1=CC=CC=C1)P(C1=CC=CC=C1)(C1=CC=CC=C1)C1=CC=CC=C1 chloro[tris(triphenyl-λ5-phosphanyl)]rhodium